NC1=NC2=CC=C(C=C2C=N1)C=1C(=C(C=CC1F)NS(=O)(=O)C1CCC(CC1)CO)F (1s,4s)-N-[3-(2-aminoquinazolin-6-yl)-2,4-difluorophenyl]-4-(hydroxymethyl)cyclohexane-1-sulfonamide